(2R,3R,4S,5R,6R)-4-(4-(3,5-difluorophenyl)-1H-1,2,3-triazol-1-yl)-3,5-dihydroxy-6-(hydroxymethyl)tetrahydro-2H-pyran-2-carboxylic acid FC=1C=C(C=C(C1)F)C=1N=NN(C1)[C@@H]1[C@H]([C@@H](O[C@@H]([C@@H]1O)CO)C(=O)O)O